Cl.[Ce].[Sn].[Ir].[Ru] ruthenium iridium tin cerium hydrochloric acid